C(C)(C)(C)C1=C(C(=CC(=C1)C=C)C(C)(C)C)O 2,6-di-tert-butyl-4-vinyl-phenol